(2H2)acetic acid C(C([2H])[2H])(=O)O